CN1CC(CCC1)C1=CC=C(C(=O)N)C=C1 4-(1-methyl-piperidin-3-yl)-benzamide